ClC1=C(C=CC(=C1)C)C=1CCCC2=C(C1C1=CC=C(C=C1)C(C1CN(C1)CCCF)F)C=CC=C2 8-(2-Chloro-4-methylphenyl)-9-(4-(fluoro(1-(3-fluoropropyl)azetidin-3-yl)methyl)phenyl)-6,7-dihydro-5H-benzo[7]annulen